BrC=1C(=C2C(=NC=NC2=CC1)NC1=CC(=C(C=C1)CC1=CC=2N(C=C1)N=CN2)C)F 6-bromo-5-fluoro-N-(3-methyl-4-{[1,2,4]triazolo[1,5-a]pyridin-7-ylmethyl}phenyl)quinazolin-4-amine